8-cyclopentyl-6-(methyl-d3)-2-((1-((methyl-d3)-sulfonyl)piperidin-4-yl)amino)pyrido[2,3-d]pyrimidin-7(8H)-one C1(CCCC1)N1C(C(=CC2=C1N=C(N=C2)NC2CCN(CC2)S(=O)(=O)C([2H])([2H])[2H])C([2H])([2H])[2H])=O